ClC1=C(C=C(C=C1)C(C(=O)OCC)(F)F)OCC1=CC=C(C=C1)OC ethyl 2-[4-chloro-3-[(4-methoxyphenyl)methoxy]phenyl]-2,2-difluoro-acetate